3-bromo-5-chloro-1,1'-biphenyl BrC=1C=C(C=C(C1)Cl)C1=CC=CC=C1